C(C)(C)(C)OC(=O)N1CC(C1)CN1CCC(CC1)N1CCC(CC1)[C@@H]1CCNC=2N1N=C(C2C(N)=O)C2=CC=C(C=C2)OC2=CC=CC=C2 (S)-3-((4-(3-carbamoyl-2-(4-phenoxyphenyl)-4,5,6,7-tetrahydropyrazolo[1,5-a]pyrimidin-7-yl)-[1,4'-bipiperidine]-1'-yl)methyl)azetidine-1-carboxylic acid tert-butyl ester